ClCC1=NC2=C(N1CN1C(CC(C1)CCC)=O)C=CC=C2 1-{[2-(chloromethyl)-1H-benzimidazol-1-yl]methyl}-4-propylpyrrolidin-2-one